ClC1=CC=C(C=C1)[C@H](C(=O)N1CCN(CC1)C=1C2=C(N=CN1)[C@@H](C[C@H]2C)O)CCNC(CO)C2=CC=CC=C2 (2R)-2-(4-chlorophenyl)-4-(2-hydroxy-1-phenylethylamino)-1-(4-((5R,7R)-7-hydroxy-5-methyl-6,7-dihydro-5H-cyclopenta[d]pyrimidin-4-yl)piperazin-1-yl)butan-1-one